7,8-difluoro-3,4-dihydrobenzo[b][1,4]oxazepine-5(2H)-carboxylate FC1=CC2=C(OCCCN2C(=O)[O-])C=C1F